C(=O)O.CN(CCC1=CNC2=CC=CC(=C12)OC([C@@H](NC(=O)OC(C)(C)C)CC1=CC=CC=C1)=O)C (Tert-Butoxycarbonyl)-L-phenylalanine 3-(2-(dimethylamino) ethyl)-1H-indol-4-yl ester formate